C(C1=CC=CC=C1)OC(=O)C(C(C1=CC=C(C=C1)F)C1(N(CC(NC1)C)C(=O)[O-])C)=O 2-(2-((benzyloxy) carbonyl)-1-(4-fluorophenyl)-2-oxoethyl)-2,5-dimethylpiperazine-1-carboxylate